tert-butyl 4-oxo-7-(prop-2-en-1-yl)-2-[6-(prop-2-en-1-yloxy)-1,5-naphthyridin-4-yl]-1H,6H,7H-pyrrolo[3,2-c]pyridine-5-carboxylate O=C1N(CC(C2=C1C=C(N2)C2=CC=NC1=CC=C(N=C21)OCC=C)CC=C)C(=O)OC(C)(C)C